methyl 5-(5-(2-chloro-4-((5-cyclopropyl-3-(2,6-difluorophenyl) isoxazol-4-yl) methoxy) phenyl)-4,5-dihydroisoxazol-3-yl)-1-isopropyl-1H-pyrazole-3-carboxylate ClC1=C(C=CC(=C1)OCC=1C(=NOC1C1CC1)C1=C(C=CC=C1F)F)C1CC(=NO1)C1=CC(=NN1C(C)C)C(=O)OC